C1=CC=C(C=C1)COCCN benzyloxyethanamine